OC1(CC(=CC=C1N)C1=CC=C(C=C1)N)O 3,3-dihydroxy-4,4'-diaminobiphenyl